NC1=NC=2C=C(C(=CC2C2=C1COC2)C(=O)N2[C@H](COC[C@H]2C)C=2N=NC(=CC2)OCC)Cl (4-amino-7-chloro-1,3-dihydrofuro[3,4-c]quinolin-8-yl)((3S,5R)-3-(6-ethoxy-3-pyridazinyl)-5-methyl-4-morpholinyl)methanone